2-methyl-6-(tetrahydrofuran-3-yl)-3,6-dihydro-4H-[1,4]oxazino[3,2-g]quinazoline-4,7(8H)-dione-5-d CC1=NC=2C=C3C(=C(C2C(N1)=O)[2H])N(C(CO3)=O)C3COCC3